7-[[2-fluoro-4-(trifluoromethyl)phenyl]methyl]-2,7-diazaspiro[3.5]nonane-2-carboxylic acid tert-butyl ester C(C)(C)(C)OC(=O)N1CC2(C1)CCN(CC2)CC2=C(C=C(C=C2)C(F)(F)F)F